Cl.NC1CN(CCC1)C(CC1=CC=CC=C1)=O 1-(3-aminopiperidin-1-yl)-2-phenylethan-1-one hydrochloride